C(C)(C)(C)OC(=O)N1CCC(CC1)N1C(C2=CC(=C(C=C2C1)NC(=O)C=1C=NN2C1N=CC=C2)N2CCOCC2)=O.CC(=CC(C)C)NCCC[Si](OCC)(OCC)OCC [3-(1,3-dimethylbutenyl)aminopropyl]triethoxysilane tert-butyl-4-(6-morpholino-1-oxo-5-(pyrazolo[1,5-a]pyrimidine-3-carboxamido)isoindolin-2-yl)piperidine-1-carboxylate